C(C)(C)(C)C1=C(C(=CC(=C1)C(C)(C)C)C(C)(C)C)O 2,4,6-tri-t-butyl-phenol